COC1=CC(=NC(=C1)C1COCC1)N1N=C(C=2C=NC(=CC21)NC(C)=O)C N-(1-(4-methoxy-6-(tetrahydrofuran-3-yl)pyridin-2-yl)-3-methyl-1H-pyrazolo[4,3-c]pyridin-6-yl)acetamide